4-(3-Chloroanilino)-2'-[(2R)-3-hydroxy-2-methylpropyl]-2',3'-dihydrospiro[cyclohexane-1,1'-indene]-4-carboxylic acid methyl ester COC(=O)C1(CCC2(C(CC3=CC=CC=C23)C[C@H](CO)C)CC1)NC1=CC(=CC=C1)Cl